C1(C=CC(N1C1=CC=C(OC2=CC=C(C=C2)CCC2=CC=C(C=C2)OC2=CC=C(C=C2)N2C(C=CC2=O)=O)C=C1)=O)=O 1,2-bis(4-(4-maleimidophenoxy)phenyl)ethane